1-methyl-N-[(3R)-1,1,3-trimethyl-2,3-dihydroinden-4-yl]pyrazole-4-carboxamide CN1N=CC(=C1)C(=O)NC1=C2[C@@H](CC(C2=CC=C1)(C)C)C